(1S)-1-[3-(2-methoxy-4-pyridyl)-1,2,4-thiadiazol-5-yl]ethanamine hydrochloride Cl.COC1=NC=CC(=C1)C1=NSC(=N1)[C@H](C)N